3-[[2-[4-(2-aminoethyl)phenyl]-5-cyanophenyl]methyl]-N-(2-methylpropyl)imidazole-4-carboxamide NCCC1=CC=C(C=C1)C1=C(C=C(C=C1)C#N)CN1C=NC=C1C(=O)NCC(C)C